3,6-dimethoxy-2-(2-nitrobut-1-en-1-yl)pyridine COC=1C(=NC(=CC1)OC)C=C(CC)[N+](=O)[O-]